CS(=O)(=O)OCC1CCC(CC1)OC ((1s,4s)-4-Methoxycyclohexyl)methyl methanesulfonate